N-((3S,4S)-4-(3,4-difluorophenyl)piperidin-3-yl)-10-ethyl-5,6-dihydropyrazolo[1,5-d]thieno[3,2-f][1,4]oxazepine-2-carboxamide FC=1C=C(C=CC1F)[C@H]1[C@@H](CNCC1)NC(=O)C1=CC=2C=3N(CCOC2S1)N=CC3CC